nicotine fumarate salt C(\C=C\C(=O)O)(=O)O.N1=CC=CC(=C1)C1N(C)CCC1